4-(1-(diphenylphosphoryl)propa-1,2-dien-1-yl)benzonitrile C1(=CC=CC=C1)P(=O)(C1=CC=CC=C1)C(=C=C)C1=CC=C(C#N)C=C1